C(C1=CC=CC=C1)N1C(CN(CC1)C=1C2=C(N=CN1)N(C=C2C2CC2)C2=CC(=CC(=C2)F)F)C(F)F 4-(4-Benzyl-3-(difluoromethyl)piperazin-1-yl)-5-cyclopropyl-7-(3,5-difluorophenyl)-7H-pyrrolo[2,3-d]pyrimidine